1-(4-(5'-(4-(tert-butyl)piperazin-1-yl)-3-hydroxy-6'-methoxy-6-methyl-[2,3'-bipyridin]-4-yl)-2-chlorophenyl)-3-methyl-1,3-dihydro-2H-imidazol-2-one C(C)(C)(C)N1CCN(CC1)C=1C=C(C=NC1OC)C1=NC(=CC(=C1O)C1=CC(=C(C=C1)N1C(N(C=C1)C)=O)Cl)C